C1(CC1)C=1OC=C(N1)C1=CC(=NC=C1)N(C(=O)[C@@H]1CC[C@H](CC1)O)C[C@@H]1CC[C@H](CC1)C1=NC(=C(C=C1)OC)C trans-N-(4-(2-Cyclopropyloxazol-4-yl)pyridine-2-yl)-4-hydroxy-N-((trans-4-(5-methoxy-6-methylpyridin-2-yl)cyclohexyl)methyl)cyclohexane-carboxamide